FC1=C(C=CC(=C1)C(F)(F)F)CCC1CN(C1)C(=O)N1CC(CC1)C1=NC=NN1 (-)-[3-[2-[2-Fluoro-4-(trifluoromethyl)phenyl]ethyl]azetidin-1-yl]-[3-(1H-1,2,4-triazol-5-yl)pyrrolidin-1-yl]methanone